C(C=CC=CC=CC=CC=CC=CCCCCCCCCC)(=O)NCCOC(C1=CC=C(C=C1)Br)=O 4-bromobenzoic acid-(docosahexenoylaminoethyl) ester